[4-fluoro-3-(7-morpholin-4-yl-quinazolin-4-yl)phenyl]-[3-(oxetan-3-yloxy)-pyrazin-2-yl]methanol FC1=C(C=C(C=C1)C(O)C1=NC=CN=C1OC1COC1)C1=NC=NC2=CC(=CC=C12)N1CCOCC1